COC=1N=CC(=C2C1NC=C2)C2=CC=C(C=C2)NC([C@H](C(C2=CC=CC=C2)C2=CC=CC=C2)NC(=O)C2=CC=NN2C)=O (S)-N-(1-((4-(7-methoxy-1H-pyrrolo[2,3-c]pyridin-4-yl)phenyl)amino)-1-oxo-3,3-diphenylpropan-2-yl)-1-methyl-1H-pyrazole-5-carboxamide